1-(3-{4-chloro-3-ethyl-1H-pyrrolo[2,3-b]pyridin-3-yl}phenyl)imidazolidin-2-one ClC1=C2C(=NC=C1)NCC2(CC)C=2C=C(C=CC2)N2C(NCC2)=O